C(C)(C)N1N=C2C(=NNC(C2=C1)=O)C(C)C 2,7-Diisopropyl-2,5-dihydro-4H-pyrazolo[3,4-d]pyridazin-4-one